C([2H])([2H])([2H])N(CCOC=1C=CC(=C(C(=O)N[C@H](C)C2=CC(=CC(=C2)C=2C=NN(C2)C)C2=NN(C=C2)CC)C1)C)C([2H])([2H])[2H] (R)-5-(2-(bis(methyl-d3)amino)ethoxy)-N-(1-(3-(1-ethyl-1H-pyrazol-3-yl)-5-(1-methyl-1H-pyrazol-4-yl)phenyl)ethyl)-2-methylbenzamide